(2R,3S,4S,5R)-2-(6-Amino-9H-purin-9-yl)-5-(hydroxymethyl)oxolane-3,4-diol hydrate O.NC1=C2N=CN(C2=NC=N1)[C@@H]1O[C@@H]([C@H]([C@@H]1O)O)CO